6-((1,4-Dioxan-2-yl)methoxy)-3-ethyl-2-(4-((3-methyl-1,2,4-oxadiazol-5-yl)methoxy)-phenethyl)pyridin-4-ol O1C(COCC1)COC1=CC(=C(C(=N1)CCC1=CC=C(C=C1)OCC1=NC(=NO1)C)CC)O